3-(1H-benzo[d]imidazol-6-yl)-4-(4-propoxyphenyl)-1,3-oxazinan-2-one N1C=NC2=C1C=C(C=C2)N2C(OCCC2C2=CC=C(C=C2)OCCC)=O